FC(C=1C(N(C2=CC(=NC=C2C1)NC1CCN(CC1)S(=O)(=O)C)[C@H]1[C@](CCC1)(C)O)=O)F 3-(difluoromethyl)-1-((1R,2R)-2-hydroxy-2-methylcyclopentyl)-7-((1-(methylsulfonyl)piperidine-4-Yl)amino)-1,6-naphthyridin-2(1H)-one